ClC=1N=C(C2=C(N1)C=CC=N2)NC2CCOC1=C2C=CC=C1 2-Chloro-N-(3,4-dihydro-2H-1-benzopyran-4-yl)pyrido[3,2-d]pyrimidin-4-amine